N-(3-iodophenyl)-N-methyl-[1,2,4]Triazolo[4,3-a]Quinazolin-5-amine IC=1C=C(C=CC1)N(C1=NC=2N(C3=CC=CC=C13)C=NN2)C